(6R)-6-{[2-(4-methoxyphenyl)-7-(propan-2-yl)[1,2,4]triazolo[1,5-c]quinazolin-5-yl]amino}-1,4-diazepan-5-one COC1=CC=C(C=C1)C1=NN2C(=NC=3C(=CC=CC3C2=N1)C(C)C)N[C@H]1C(NCCNC1)=O